1-((2R,4S)-4-(4-(((R)-1-(3-(difluoromethyl)-2-fluorophenyl)ethyl)amino)-2-methyl-8,9-dihydrofuro[2,3-h]quinazolin-6-yl)-4-hydroxy-2-methylpiperidin-1-yl)-2-fluoroethan-1-one FC(C=1C(=C(C=CC1)[C@@H](C)NC1=NC(=NC2=C3C(=C(C=C12)[C@]1(C[C@H](N(CC1)C(CF)=O)C)O)OCC3)C)F)F